ClC=1C=CC(=C(C(=O)NC2=C(C=CC=C2)NS(=O)(=O)C=2SC=CC2)C1)F 5-chloro-2-fluoro-N-(2-(thiophene-2-sulfonamido)phenyl)benzamide